(2S)-N-(2-(4-(1H-pyrrolo[2,3-b]pyridin-4-yl)phenyl)-2-(4-chlorophenyl)-2-hydroxyethyl)pyrrolidine-2-carboxamide N1C=CC=2C1=NC=CC2C2=CC=C(C=C2)C(CNC(=O)[C@H]2NCCC2)(O)C2=CC=C(C=C2)Cl